(1R,2R,3R)-3-amino-2-{[(2,3-dihydro-1-benzofuran-4-yl)carbamothioyl]amino}cyclopentyl rac-acetate C(C)(=O)O[C@H]1[C@@H]([C@@H](CC1)N)NC(NC1=CC=CC2=C1CCO2)=S